C(C)(=O)N1CCN(CC1)C1=CC(=NC(=N1)NC1CCC(CC1)(F)F)N1N=C(C=C1)C(=O)OCC ethyl 1-(6-(4-acetylpiperazin-1-yl)-2-((4,4-difluorocyclohexyl)amino)pyrimidin-4-yl)-1H-pyrazole-3-carboxylate